[Si](C)(C)(C(C)(C)C)O[C@@H]1C[C@H](N(C1)C(=O)OCC1=CC=CC=C1)COS(=O)(=O)C benzyl (2S,4R)-4-((tert-butyldimethylsilyl)oxy)-2-(((methylsulfonyl)oxy)methyl)pyrrolidine-1-carboxylate